N1C(=CC=2C=NC=CC21)CNC(CN2C(=NC=C(C2=O)N[C@H](C)C2=CC1=C(OC3=C1C=CC=C3)C=C2)N2C3CCC(C2)C3)=O N-((1H-pyrrolo[3,2-c]pyridine-2-yl)methyl)-2-(2-(2-azabicyclo[2.2.1]heptan-2-yl)-5-(((R)-1-(dibenzo[b,d]furan-2-yl)ethyl)amino)-6-oxopyrimidin-1(6H)-yl)acetamide